methyl (S)-2-((2-(2,6-difluoro-4-(methylcarbamoyl)phenyl)-6-methylbenzofuran-3-yl)methyl)morpholine-4-carboxylate FC1=C(C(=CC(=C1)C(NC)=O)F)C=1OC2=C(C1C[C@H]1CN(CCO1)C(=O)OC)C=CC(=C2)C